chloro (hydroxyaminomethyl)-1-methyl-1H-pyrazole-3-carboxylate ONCC=1C(=NN(C1)C)C(=O)OCl